4-fluoro-2-((4-fluoro-2-isopropylphenyl)amino)benzoic acid FC1=CC(=C(C(=O)O)C=C1)NC1=C(C=C(C=C1)F)C(C)C